N-(6-(6-cyano-5-ethoxypyridin-3-yl)-1-(3-fluorophenyl)-1H-pyrazolo[3,4-d]pyrimidin-4-yl)-5-nitrothiophene-2-carboxamide C(#N)C1=C(C=C(C=N1)C1=NC(=C2C(=N1)N(N=C2)C2=CC(=CC=C2)F)NC(=O)C=2SC(=CC2)[N+](=O)[O-])OCC